tert-butyl 6-(6-((8-bromoquinazolin-2-yl) amino) pyridin-3-yl)-2,6-diazaspiro[3.3]heptane-2-carboxylate BrC=1C=CC=C2C=NC(=NC12)NC1=CC=C(C=N1)N1CC2(CN(C2)C(=O)OC(C)(C)C)C1